2-methyl-1,3-dioxolan-4-methanol CC1OCC(O1)CO